2-methylbenzoyl-piperidin-4-yl-benzonitrile CC1=C(C(=O)C=2C(=C(C#N)C=CC2)C2CCNCC2)C=CC=C1